5-(6-amino-1-(4-aminobenzyl)-1H-pyrazolo[3,4-d]pyrimidine-4-yl)nicotinonitrile NC1=NC(=C2C(=N1)N(N=C2)CC2=CC=C(C=C2)N)C=2C=NC=C(C#N)C2